C(=O)C1CCC(CC1)C=1SC2=C(N1)C=CC(=C2)NC(=O)C2=NC(=CC=C2)C(F)(F)F 2-N-[2-(4-formylcyclohexyl)-1,3-benzothiazol-6-yl]-6-(trifluoromethyl)pyridine-2-carboxamide